4-(1-(3-chloro-2-(dimethylamino)pyridin-4-yl)-1H-imidazol-4-yl)-N-(1-(methylsulfonyl)piperidin-4-yl)-5-(trifluoromethyl)pyrimidin-2-amine ClC=1C(=NC=CC1N1C=NC(=C1)C1=NC(=NC=C1C(F)(F)F)NC1CCN(CC1)S(=O)(=O)C)N(C)C